C1=CC=C2C(=C1)C=CC=C2C3=CC=CC4=CC=CC=C43 Binaphthyl